2,4'-diphenylmethane diisocyanate C1=CC=C(C(=C1)CC2=CC=C(C=C2)N=C=O)N=C=O